FC1=C(C=CC(=C1)F)S(=O)(=O)NC=1C(=NC=C(C1)C=1C=C2C(=NC=NC2=CC1)N1CCN(CC1)S(=O)(=O)C=C)OC 2,4-difluoro-N-(2-methoxy-5-(4-(4-(vinylsulfonyl)piperazin-1-yl)quinazolin-6-yl)pyridin-3-yl)benzenesulfonamide